[Cl-].[Cl-].C[SiH](C)[Zr+2](C1C=CC2=CC=3CCCC3C=C12)C1C=C(C2=CC=3CCCC3C=C12)C(C)CC Dimethylsilyl-(3-(sec-butyl)-1,5,6,7-tetrahydro-s-indacenyl)(1,5,6,7-tetrahydro-s-indacenyl)zirconium dichloride